amino-3-chloroquinolin NC1=NC2=CC=CC=C2C=C1Cl